(4R,6R,7R)-4-[N'-(3-methoxypropyl)-N-methylhydrazinecarbonyl]-6-methyl-6,11-diazatetracyclo[7.6.1.02,7.012,16]hexadeca-1(16),2,9,12,14-pentaen-6-ium COCCCNN(C(=O)[C@@H]1C=C2C=3C=CC=C4NC=C(C[C@H]2[NH+](C1)C)C34)C